[Br-].C(C)(=O)OCCCC1=C(C=CC=C1)P(C1=CC=CC=C1)C1=CC=CC=C1 (3-acetoxy)-propyl-triphenylphosphine bromide